N-(2-methoxy-4-(1-phenylcyclobutane-1-carboxamido)phenyl)-3-chlorobenzamide COC1=C(C=CC(=C1)NC(=O)C1(CCC1)C1=CC=CC=C1)NC(C1=CC(=CC=C1)Cl)=O